3,4,7,8-tetramethyl-1,10-Phenanthrolin CC=1C=NC2=C3N=CC(=C(C3=CC=C2C1C)C)C